(Z)-9-((2R,3R,4S,5S)-5-((R)-1-(4-chloro-3-methylphenyl)-1-hydroxyethyl)-3,4-dihydroxytetrahydrofuran-2-yl)-1,9-dihydro-6H-purin-6-one O-methyl oxime CO\N=C/1\C=2N=CN(C2N=CN1)[C@@H]1O[C@@H]([C@H]([C@H]1O)O)[C@](C)(O)C1=CC(=C(C=C1)Cl)C